FC(C=1C=C(\C=N\C(C(=O)[O-])([C@H](CC)C)CBr)C=C(C1)C(F)(F)F)(F)F (3S)-2-(((E)-3,5-bis(trifluoromethyl) benzylidene) amino)-2-bromomethyl-3-methylpentanoate